C(C)(C)(C)OC(N(C)[C@@H](C(C)(C)OC)C1=NC=CC(=C1)Cl)=O |r| rac-(1-(4-chloropyridin-2-yl)-2-methoxy-2-methylpropyl)(methyl)carbamic acid tert-butyl ester